2-(2-(tert-butoxycarbonyl)-2,8-diazaspiro[4.5]decan-8-yl)-5-oxo-5H-benzo[4',5']thiazolo[3',2':1,6]pyrido[2,3-d]pyrimidine-6-carboxylic acid C(C)(C)(C)OC(=O)N1CC2(CC1)CCN(CC2)C=2N=CC1=C(N2)N2C(=C(C1=O)C(=O)O)SC1=C2C=CC=C1